OCCCNC1=NC=C(C=N1)B(O)O (2-[(3-HYDROXYPROPYL)AMINO]PYRIMIDIN-5-YL)BORONIC ACID